trans-rac-N-(2-Chloro-5-(2,2-dichloro-3-(3,5-dichlorophenyl)cyclopropane-1-carboxamido)phenyl)-4-cyano-2-methylbenzamide ClC1=C(C=C(C=C1)NC(=O)[C@@H]1C([C@H]1C1=CC(=CC(=C1)Cl)Cl)(Cl)Cl)NC(C1=C(C=C(C=C1)C#N)C)=O |r|